C(C=C)(=O)N1[C@H](CN(CC1)C1=NC(=NC=2C[C@@H](CCC12)N1CCCC2=CC=CC(=C12)C#N)N1CC(C1)N(C)C)CC#N 1-((R)-4-((S)-4-Acryloyl-3-(cyanomethyl)piperazin-1-yl)-2-(3-(dimethylamino)azetidin-1-yl)-5,6,7,8-tetrahydroquinazolin-7-yl)-1,2,3,4-tetrahydroquinoline-8-carbonitrile